CC(C#CC(=O)O)CCCCC.C(#CCCCCCC)C(=O)OC methyl octynecarboxylate (methyl non-2-ynoate)